6-Chloro-4-((4-cyclopropyl-2-(N-methylmethylsulfonamido)phenyl)amino)-N-isopropoxynicotinamide ClC1=NC=C(C(=O)NOC(C)C)C(=C1)NC1=C(C=C(C=C1)C1CC1)N(S(=O)(=O)C)C